(3-(4-(4,4,5,5-tetramethyl-1,3,2-dioxaborolan-2-yl)phenyl)cyclopentyl)carbamic acid tert-butyl ester C(C)(C)(C)OC(NC1CC(CC1)C1=CC=C(C=C1)B1OC(C(O1)(C)C)(C)C)=O